BrCC=1C=C(C=CC1[N+](=O)[O-])C[C@H](C(=O)OC(C)(C)C)[C@@H]1CN(CC1)C(=O)OC(C)(C)C tert-butyl (R)-3-((S)-3-(3-(bromomethyl)-4-nitrophenyl)-1-(tert-butoxy)-1-oxopropan-2-yl)pyrrolidine-1-carboxylate